hexanoyl-thiosemicarbazide C(CCCCC)(=O)NNC(=S)N